NC1=C(C=C(N=N1)C1=C(C=CC=C1)O)C=1C=NN(C1)C1C(CNCC1)(F)F 2-[6-amino-5-[(1R)-1-(3,3-difluoro-4-piperidyl)pyrazol-4-yl]pyridazin-3-yl]phenol